(S)-2-((1R,3S)-3-hydroxycyclobutyl)-5-phenyl-2,5,6,7-tetrahydro-3H-pyrrolo[2,1-c][1,2,4]triazol-3-one OC1CC(C1)N1N=C2N(C1=O)[C@@H](CC2)C2=CC=CC=C2